CC1=NN(C(=N1)C)C1=CC=C(C=C1)SC1=CC2=C(NC(=N2)NC(OC)=O)C=C1 methyl (5-((4-(3,5-dimethyl-1H-1,2,4-triazol-1-yl)phenyl)thio)-1H-benzo[d]imidazol-2-yl)carbamate